ClC1=CC(=C(C=N1)NC(OC(C)(C)C)=O)B1OCCNCCO1 tert-butyl (6-chloro-4-(1,3,6,2-dioxazaborocan-2-yl)pyridin-3-yl)carbamate